N-(4-fluorophenyl)-2-(1,2,3,4-tetrahydroquinolin-6-yl)propanamide FC1=CC=C(C=C1)NC(C(C)C=1C=C2CCCNC2=CC1)=O